4-((2-chloro-1H-benzo[d]imidazol-1-yl)methyl)benzoic acid methyl ester COC(C1=CC=C(C=C1)CN1C(=NC2=C1C=CC=C2)Cl)=O